1-phenyl-3-(4-isopropyl-phenyl)-5-(4-tert-butyl-phenyl)-pyrazoline C1(=CC=CC=C1)N1NC(=CC1C1=CC=C(C=C1)C(C)(C)C)C1=CC=C(C=C1)C(C)C